(R)-(3-aminopiperidin-1-yl)(4-(3-methyl-1H-pyrrolo[2,3-b]pyridin-4-yl)-3,4-dihydro-2H-1,4-thiazin-6-yl)methanone hydrochloride Cl.N[C@H]1CN(CCC1)C(=O)C1=CN(CCS1)C1=C2C(=NC=C1)NC=C2C